5-Chloro-2-methyl-4-nitrobenzoic acid ClC=1C(=CC(=C(C(=O)O)C1)C)[N+](=O)[O-]